COC1=CC=C(C=C1)C=1SC2=C(N1)C=CC=C2 2-(4-methoxyphenyl)benzo[d]thiazole